OC1CC(N(C(C1)(C)C)OC(C(=O)[O-])CCCCCCCC(=O)[O-])(C)C 4-hydroxy-2,2,6,6-tetramethylpiperidinyloxysebacate